7-bromo-3,3-difluoro-2,3-dihydro-1H-indol-2-one BrC=1C=CC=C2C(C(NC12)=O)(F)F